CN(CCN1C=CC2=CC(=CC=C12)NC1=NC=CC(=N1)C1=CN(C2=CC=CC=C12)S(=O)(=O)CC)C 1-(2-(dimethylamino)ethyl)-N-(4-(1-(ethylsulfonyl)-1H-indol-3-yl)pyrimidin-2-yl)-1H-Indole-5-amine